5-(difluoromethoxy)-N-(6-methyl-5-(7-(methylamino)-1,6-naphthyridin-3-yl)pyridin-3-yl)picolinamide FC(OC=1C=CC(=NC1)C(=O)NC=1C=NC(=C(C1)C=1C=NC2=CC(=NC=C2C1)NC)C)F